tert-butyl (R)-(1-(2-ethyl-7-((8-fluoro-2-methylimidazo[1,2-a]pyridin-6-yl)carbamoyl)-2H-indazol-4-yl)pyrrolidin-3-yl)(methyl)carbamate C(C)N1N=C2C(=CC=C(C2=C1)N1C[C@@H](CC1)N(C(OC(C)(C)C)=O)C)C(NC=1C=C(C=2N(C1)C=C(N2)C)F)=O